C(C1=CC=CC=C1)N1CCCC2=CC(=C(C=C12)C(C)(C)O)CC=1C=C2CCCN(C2=CC1)CC1=CC=CC=C1 2-(1-Benzyl-6-((1-benzyl-1,2,3,4-tetrahydroquinolin-6-yl)methyl)-1,2,3,4-tetrahydroquinolin-7-yl)propan-2-ol